(2r,3r,4S)-4-(benzo[d][1,3]dioxol-5-yl)-1-[2-(dibutylamino)-2-oxoethyl]-2-(4-methoxyphenyl)pyrrolidine-3-carboxylic acid O1COC2=C1C=CC(=C2)[C@@H]2[C@H]([C@@H](N(C2)CC(=O)N(CCCC)CCCC)C2=CC=C(C=C2)OC)C(=O)O